3-(1-(2-azabicyclo[2.1.1]hexan-5-yl)-3-chloro-6-fluoro-7-(3-hydroxynaphthalen-1-yl)-4-(((S)-1-methylpyrrolidin-2-yl)methoxy)-1H-pyrrolo[3,2-c]quinolin-8-yl)propanenitrile C12NCC(C1N1C=C(C=3C(=NC=4C(=C(C(=CC4C31)CCC#N)C3=CC(=CC1=CC=CC=C31)O)F)OC[C@H]3N(CCC3)C)Cl)C2